CC1=CC=C(C=C1)C1=CC(=NN1C1=CC=C(C=C1)S(=O)(=O)N)C(F)(F)F (4-[5-(4-methylphenyl)-3-(trifluoromethyl)pyrazol-1-yl])Benzenesulfonamide